1-methyl-5-[(2R,4R)-4-[2,3-dimethyl-8-[3-(trifluoromethyl)-1-bicyclo-[1.1.1]pentanyl]pyrido[2,3-b]pyrazin-6-yl]tetrahydropyran-2-yl]pyridin-2-one CN1C(C=CC(=C1)[C@@H]1OCC[C@H](C1)C=1C=C(C=2C(=NC(=C(N2)C)C)N1)C12CC(C1)(C2)C(F)(F)F)=O